FC1(C(N=C(C2=CC=CC(=C12)F)C=1C=NC2=CC=CC=C2C1)(C)C)F 3-(4,4,5-trifluoro-3,3-dimethyl-3,4-dihydroisoquinoline-1-yl)quinoline